2-(1H-indazol-3-yl)-but-3-yn-2-ol N1N=C(C2=CC=CC=C12)C(C)(C#C)O